[4-[(E)-[(7-fluoroquinazolin-4-yl)-isobutyl-hydrazono]methyl]-2-methoxyphenyl]boronic acid FC1=CC=C2C(=NC=NC2=C1)N(\N=C\C1=CC(=C(C=C1)B(O)O)OC)CC(C)C